α-vinyloxy-γ,γ-dimethyl-γ-butyrolactone C(=C)OC1C(=O)OC(C1)(C)C